2,2,4-trimethyladipoylbis[2-ethyl-aziridine] CC(C(=O)N1C(C1)CC)(CC(CC(=O)N1C(C1)CC)C)C